FC(C=1C(=C(C=CC1)[C@@H](C)NC1=CC=NC2=CC=C(C=C12)[C@@]1(CN(CC1)C(=O)NC(C)C)OC)F)F (S)-3-(4-(((R)-1-(3-(difluoromethyl)-2-fluorophenyl)ethyl)amino)quinolin-6-yl)-N-isopropyl-3-methoxypyrrolidine-1-carboxamide